1-(2-hydroxy-4,6-dimethoxyphenyl)-3-(3'-methoxy-4'-hydroxyphenyl)-1-propanone OC1=C(C(=CC(=C1)OC)OC)C(CCC1=CC(=C(C=C1)O)OC)=O